1-(2H-1,3-benzodioxol-5-yl)-3-[4-(dimethylamino)phenyl]-(2E)-propen-1-one O1COC2=C1C=CC(=C2)C(\C=C\C2=CC=C(C=C2)N(C)C)=O